2,2-difluoro-N-((3-oxoquinuclidin-2-yl)methyl)acetamide FC(C(=O)NCC1N2CCC(C1=O)CC2)F